C[Si](C)(C)C#CC1=C(C=C(C(=C1)C#C[Si](C)(C)C)C#C[Si](C)(C)C)C#C[Si](C)(C)C 1,2,4,5-tetrakis((trimethylsilyl)ethynyl)benzene